1-cyclopropyl-3-({[(3S)-1-[6-(dimethylamino)pyridin-3-yl]piperidin-3-yl][(2-methylpyridin-4-yl)methyl]amino}methyl)-6-fluoro-7-(2-hydroxyethoxy)-1,4-dihydroquinolin-4-one hydrochloride Cl.C1(CC1)N1C=C(C(C2=CC(=C(C=C12)OCCO)F)=O)CN(CC1=CC(=NC=C1)C)[C@@H]1CN(CCC1)C=1C=NC(=CC1)N(C)C